1-(3-(dimethoxymethyl)phenyl)-7-(trifluoromethyl)-2H-benzo[d][1,3]oxazine COC(C=1C=C(C=CC1)N1COCC2=C1C=C(C=C2)C(F)(F)F)OC